[N+](=O)([O-])C=1C=C2CN(CC2=CC1)CCC=O 3-(5-nitroisoindolin-2-yl)propan-1-one